BrC(C(C(C(F)(F)Br)(F)Cl)(F)Cl)(F)F 1,4-dibromo-2,3-dichloro-1,1,2,3,4,4-hexafluorobutane